6-isopropyl-10-methoxy-2-(methoxyimino)-9-(3-methoxypropoxy)-6,7-dihydro-2H-pyrido[2,1-a]isoquinoline-3-carboxylic acid C(C)(C)C1N2C(C3=CC(=C(C=C3C1)OCCCOC)OC)=CC(C(=C2)C(=O)O)=NOC